FC=1C=C(C=CC1)[B-](C1=CC(=CC=C1)F)(C1=CC(=CC=C1)F)C1=CC(=CC=C1)F.CN(C)C(N(C)C)=N\C(=[NH+]/C1CCCCC1)\NC1CCCCC1 (Z)-([bis(dimethylamino)methylidene]amino)-N-cyclohexyl(cyclohexylamino)methaniminium tetrakis(3-fluorophenyl)borate